N1(CC=CC2=CC=CC=C12)C(=O)[O-] 2H-quinoline-1-carboxylate